CN1S(C(C(C2=C1N=C(N2C)S(=O)(=O)C)=O)C2=CC=CC=C2)(=O)=O 1,5-dimethyl-6-(methylsulfonyl)-3-phenyl-3,5-Dihydroimidazo[4,5-c][1,2]thiazin-4(1H)-one 2,2-dioxide